FC1=CC(=CC=2C3=C(C(=NC12)OCC1N(CCC1)C)C=NC(=N3)N3CCNCC3)F 7,9-Difluoro-5-((1-methylpyrrolidin-2-yl)methoxy)-2-(piperazin-1-yl)pyrimido[5,4-c]quinoline